N-butyl-imidazole bromine [Br].C(CCC)N1C=NC=C1